2-(2H3)methyl(2H6)propan C(C(C([2H])([2H])[2H])(C([2H])[2H])[2H])([2H])([2H])[2H]